(3S)-1-(BENZYLSULFANYL)-N,N-BIS(4-METHOXYBENZYL)-6-HEPTENE-3-SULFONAMIDE C(C1=CC=CC=C1)SCC[C@H](CCC=C)S(=O)(=O)N(CC1=CC=C(C=C1)OC)CC1=CC=C(C=C1)OC